C1(CC1)S(=O)(=O)NC1=NC=CC(=N1)C(C(=O)NC1=NC=C(C=C1)C1=NC(=CN=C1)OCC)(CC)F 2-(2-(cyclopropanesulfonylamino)pyrimidin-4-yl)-N-(5-(6-ethoxypyrazin-2-yl)pyridin-2-yl)-2-fluorobutyramide